1,6-dimercapto-3-hexylthioether SCCC(CCCS)SC(CCS)CCCS